BrC1=C(C=CC(=C1)Cl)C(C=C)=O 1-(2-bromo-4-chlorophenyl)prop-2-en-1-one